Racemic-6-(3-(2-(2,2-difluoro-1-(4-fluorophenyl)ethoxy)acetyl)-3,8-diazabicyclo[3.2.1]octan-8-yl)nicotinonitrile FC(C(OCC(=O)N1CC2CCC(C1)N2C2=NC=C(C#N)C=C2)C2=CC=C(C=C2)F)F